5-(trans-4-aminocyclohexyl)pentane-1-ol hydrochloride Cl.N[C@@H]1CC[C@H](CC1)CCCCCO